[1,5]naphthyridine-4-carboxylate N1=CC=C(C2=NC=CC=C12)C(=O)[O-]